1-(prop-2-en-1-yloxy)-4-(trifluoromethyl)benzene C(C=C)OC1=CC=C(C=C1)C(F)(F)F